C(C)N1C(=NC=2C1=NC(=CC2)C#N)C=2C(=NC=NC2)C(F)(F)F 3-Ethyl-2-(4-(trifluoromethyl)pyrimidin-5-yl)-3H-imidazo[4,5-b]pyridin-5-carbonitril